NC1=NC=2C=CC(=CC2C2=C1COC2)C(=O)N2[C@H](COC[C@H]2C)C2=C(C=C(C=C2)C(F)(F)F)F (4-amino-1,3-dihydrofuro[3,4-c]quinolin-8-yl)((3S,5R)-3-(2-fluoro-4-(trifluoromethyl)phenyl)-5-methyl-4-morpholinyl)methanone